silicon-calcium phosphate P(=O)([O-])([O-])[O-].[Ca+2].[Si+4].P(=O)([O-])([O-])[O-]